C1(CC1)C=1C(=NOC1)C(C#N)(C)C 2-(4-cyclopropylisoxazol-3-yl)-2-methyl-propanenitrile